COC(C1CCN(CC1)C1=CC=C(C=C1)[C@@H]1C=2C=CC(=CC2CC[C@@H]1C1=CC=NN1C)O)OC (5R,6S)-5-(4-(4-(dimethoxymethyl)piperidin-1-yl)phenyl)-6-(1-methyl-1H-pyrazol-5-yl)-5,6,7,8-tetrahydronaphthalen-2-ol